4-hydroxy-9,10-anthraquinone methyl-sulfate tert-butyl-4-(((3R,4R)-1-(tert-butoxycarbonyl)-3-(4-(tert-butoxycarbonyl)phenyl)piperidin-4-yl)methyl)-5,7-dimethyl-1H-indole-1-carboxylate C(C)(C)(C)OC(=O)N1C=CC2=C(C(=CC(=C12)C)C)C[C@H]1[C@@H](CN(CC1)C(=O)OC(C)(C)C)C1=CC=C(C=C1)C(=O)OC(C)(C)C.COS(=O)(=O)O.OC1=CC=CC=2C(C3=CC=CC=C3C(C12)=O)=O